3-amino-N-(2-{9-amino-4-methyl-1-oxa-7-azaspiro[4.4]nonan-7-yl}-5,6,7,8-tetrahydroquinolin-6-yl)-4,6-dimethylthieno[2,3-b]pyridine-2-carboxamide NC1=C(SC2=NC(=CC(=C21)C)C)C(=O)NC2CC=1C=CC(=NC1CC2)N2CC1(C(CCO1)C)C(C2)N